Cl.BrC=1C=C2CCC(CC2=CC1)N 6-bromo-1,2,3,4-tetrahydronaphthalen-2-amine hydrochloride